(+)-7-fluoro-4-((5-(5-fluoro-3-hydroxy-3-methyl-2-oxoindolin-1-yl)pyridin-3-yl)methylYl)phthalazin-1(2H)-one FC1=CC=C2C(NNC(C2=C1)=O)=CC=1C=NC=C(C1)N1C(C(C2=CC(=CC=C12)F)(C)O)=O